[1-(3-Difluoromethyl-2-fluoro-phenyl)-ethyl]-[7-(7-oxa-2-aza-spiro[3.5]non-2-yl)-3,4,8,9b-tetraaza-cyclopenta[a]naphthalen-5-yl]-amine FC(C=1C(=C(C=CC1)C(C)NC1=NC=2N(C3=CN=C(C=C13)N1CC3(C1)CCOCC3)C=CN2)F)F